Propylgermane C(CC)[GeH3]